molybdenum oxyiodide O(I)I.[Mo]